C(C)(=O)OCCC1=C(C=CC=C1S(=O)(=O)NC(C)(C)C)Br 2-(2-bromo-6-{[(2-methylprop-2-yl)amino]dioxo-λ6-sulfanyl}phenyl)ethyl acetate